(3-methyl-1-methylenebutyl)aniline CC(CC(=C)NC1=CC=CC=C1)C